2-(2,4-dioxotetrahydropyrimidin-1(2H)-yl)-5-((3-(7-fluoroquinolin-4-yl)azetidin-1-yl)methyl)isoindoline-1,3-dione O=C1N(CCC(N1)=O)N1C(C2=CC=C(C=C2C1=O)CN1CC(C1)C1=CC=NC2=CC(=CC=C12)F)=O